O=C1N(CCC(N1)=O)CCNS(=O)(=O)C1=CC(=CC=C1)OC N-(2-(2,4-dioxotetrahydropyrimidin-1(2H)-yl)ethyl)-3-methoxybenzenesulfonamide